(R)-1-(3-chloro-4-hydroxy-phenyl)-6-fluoro-7-(2-(((3-methylpyridin-2-yl)oxy)methyl)pyrrolidin-1-yl)-4-oxo-1,4-dihydro-quinoline-3-carboxylic acid ClC=1C=C(C=CC1O)N1C=C(C(C2=CC(=C(C=C12)N1[C@H](CCC1)COC1=NC=CC=C1C)F)=O)C(=O)O